OCCN1C[C@H](N(CC1)CC1=C2C=CN(C2=C(C=C1OC)C)C(=O)OC(C)(C)C)C1=CC=C(C=C1)C(=O)OC tert-Butyl (R)-4-((4-(2-hydroxyethyl)-2-(4-(methoxycarbonyl)phenyl)piperazin-1-yl)methyl)-5-methoxy-7-methyl-1H-indole-1-carboxylate